ethyloxyl-imidazole C(C)OC=1NC=CN1